N-(1-isopropylpiperidin-4-yl)-2-(piperidin-1-yl)-7-(3-(pyrrolidin-1-yl)propyl)-7H-pyrrolo[2,3-d]pyrimidin-4-amine C(C)(C)N1CCC(CC1)NC=1C2=C(N=C(N1)N1CCCCC1)N(C=C2)CCCN2CCCC2